N-((1s,4s)-4-((2-oxo-2,3-dihydro-1H-benzo[d]imidazol-1-yl)methyl)cyclohexyl)acetamide O=C1NC2=C(N1CC1CCC(CC1)NC(C)=O)C=CC=C2